tert-Butyl 4-(2-((5-bromopyridin-2-yl)oxy)ethyl)piperazine-1-carboxylate BrC=1C=CC(=NC1)OCCN1CCN(CC1)C(=O)OC(C)(C)C